OC1=CC=C(C=C1)N=NC1=C(C(=O)O)C=CC=C1 2-(4-hydroxyphenyl-azo)benzoic acid